C1(=CC=CC=C1)C1CC=NN1C=O (5-phenyl-4,5-dihydro-1H-pyrazol-1-yl)methanone